1H-pyrazolo[4,3-c]quinoline-8-carboamide N1N=CC=2C=NC=3C=CC(=CC3C21)C(=O)N